(S)-3-amino-6-methoxy-N-(3,3,3-trifluoro-2-hydroxy-2-methylpropyl)-5-(trifluoromethyl)pyridinecarboxamide NC=1C(=NC(=C(C1)C(F)(F)F)OC)C(=O)NC[C@](C(F)(F)F)(C)O